C(C)(C)NC(OC1CC(C1)C=1NN=C(C1)NC(COC1=C(C(=CC(=C1)OC)O)C=O)=O)=O (1s,3s)-3-{5-[2-(2-formyl-3-hydroxy-5-methoxyphenoxy)acetamido]-2H-pyrazol-3-yl}cyclobutyl N-isopropylcarbamate